COC(=O)C1=CC(=C(C2=CNN=C12)OC)B1OC(C(O1)(C)C)(C)C 4-methoxy-5-(tetramethyl-1,3,2-dioxaborolan-2-yl)-2H-indazole-7-carboxylic acid methyl ester